2-hydroxystearic acid OC(C(=O)O)CCCCCCCCCCCCCCCC